(2S)-3-methyl-2-(N-methylprop-2-enamido)butanoic acid CC([C@@H](C(=O)O)N(C(C=C)=O)C)C